ClC1=C2C=NN(C2=CC(=C1)C=1CN(CC1)C(=O)OC(C)(C)C)C tert-Butyl 3-{4-chloro-1-methyl-1H-indazol-6-yl}-2,5-dihydro-1H-pyrrole-1-carboxylate